3,10-dimethyl-8-(4,4,5,5-tetramethyl-1,3,2-dioxaborolan-2-yl)-2,3,4,4a,5,6-hexahydro-1H-pyrazino[1,2-a]quinoline CN1CC2N(C3=C(C=C(C=C3CC2)B2OC(C(O2)(C)C)(C)C)C)CC1